2-ethylbutyl (2S)-2-(((((2R,3S,4R,5S)-5-(4-aminopyrrolo[2,1-f][1,2,4]triazin-7-yl)-2-cyano-3,4-dihydroxytetrahydrofuran-2-yl) methoxy) (phenoxy) phosphoryl) amino)-3-phenylpropionate NC1=NC=NN2C1=CC=C2[C@H]2[C@@H]([C@@H]([C@@](O2)(C#N)COP(=O)(OC2=CC=CC=C2)N[C@H](C(=O)OCC(CC)CC)CC2=CC=CC=C2)O)O